4-[2-(3-methoxy-4-nitro-pyrazol-1-yl)ethyl]morpholine COC1=NN(C=C1[N+](=O)[O-])CCN1CCOCC1